4-O-β-D-galactopyranosyl-D-gluconate [C@@H]1([C@H](O)[C@@H](O)[C@@H](O)[C@H](O1)CO)O[C@@H]([C@@H]([C@H](C(=O)[O-])O)O)[C@H](O)CO